3-{2-amino-[1,2,4]triazolo[1,5-a]pyridin-7-yl}-N-[(3s)-3-(4-cyanophenyl)-3-hydroxypropyl]-2-fluoro-6-methylbenzamide NC1=NN2C(C=C(C=C2)C=2C(=C(C(=O)NCC[C@H](O)C3=CC=C(C=C3)C#N)C(=CC2)C)F)=N1